Cl.N[C@H](C(=O)NC1=C(C=C2C=NN(C2=C1)C=1C=C(C=CC1)C)F)CO (S)-2-amino-N-(5-fluoro-1-(m-tolyl)-1H-indazol-6-yl)-3-hydroxypropionamide hydrochloride